2-(cyclopropylmethyl)-N-{[(2R)-1,4-dioxan-2-yl]methyl}-8-(trifluoromethyl)-4,5-dihydro-2H-furo[2,3-g]indazole-7-carboxamide C1(CC1)CN1N=C2C3=C(CCC2=C1)OC(=C3C(F)(F)F)C(=O)NC[C@H]3OCCOC3